((2R,3R)-3-(cyclohexylmethoxy)-1-oxo-1-(piperidin-1-yl)butan-2-yl)-2,6-diazaspiro[3.4]octane-8-carboxamide C1(CCCCC1)CO[C@@H]([C@H](C(N1CCCCC1)=O)C1NCC12CNCC2C(=O)N)C